6-[4-[acetyl-[2-(methoxycarbonylamino)ethyl]amino]phenyl]pyridine-3-carboxylic acid C(C)(=O)N(C1=CC=C(C=C1)C1=CC=C(C=N1)C(=O)O)CCNC(=O)OC